P(=S)(SC(CC(C)C)C)(OC(CC(C)C)C)[O-] di-(1,3-dimethylbutyl) dithiophosphate